NC1=C(C=C(C=N1)NC(C(=O)N1[C@@H](CC[C@H](C1)C)C=1C=NC(=CC1)C(F)F)=O)C N-(6-amino-5-methyl-3-pyridyl)-2-[(2S,5R)-2-[6-(difluoromethyl)-3-pyridyl]-5-methyl-1-piperidyl]-2-oxo-acetamide